Tert-butyl (4R)-4-{[6-(dibenzylamino)-5-nitropyrimidin-4-yl] amino}-3,3-difluoropiperidine-1-carboxylate C(C1=CC=CC=C1)N(C1=C(C(=NC=N1)N[C@H]1C(CN(CC1)C(=O)OC(C)(C)C)(F)F)[N+](=O)[O-])CC1=CC=CC=C1